allyl (R)-2-hydroxy-3-(4-nitrophenyl)propanoate O[C@@H](C(=O)OCC=C)CC1=CC=C(C=C1)[N+](=O)[O-]